N1=CC=C(C=C1)CN1N=C(C=C1)C=C(C(=O)N)C(F)(F)F (1-(pyridin-4-ylmethyl)-1H-pyrazol-3-yl)-2-(trifluoromethyl)propenamide